6-ethyl-4a-phenylhexahydro-2H-benzo[b][1,4]oxazine-3(4H)-one C(C)C1CC2(C(OCC(N2)=O)CC1)C1=CC=CC=C1